C(#N)C=1C=C(C=CC1)CC(=O)NN 2-(3-cyanophenyl)acethydrazide